BrC=1C(=NC(=NC1)NC1=C(C=C(C(=C1)C=1C=NN(C1)C)N1CCC(CC1)N1CCNCC1)OC1CC1)NC=1C(=C2C=CC(=NC2=CC1)C)P(C)(C)=O (6-((5-bromo-2-((2-cyclopropyloxy-5-(1-methyl-1H-pyrazol-4-yl)-4-(4-(piperazin-1-yl)piperidin-1-yl)phenyl)amino)pyrimidin-4-yl)amino)-2-methylquinolin-5-yl)dimethylphosphine oxide